FC1(CN(CC1)C(=O)[C@@H]1CCCC=2N1C(N(N2)CC=2C=NC(=CC2)C(F)(F)F)=O)F (5S)-5-[(3,3-Difluoropyrrolidin-1-yl)carbonyl]-2-{[6-(trifluoromethyl)pyridin-3-yl]methyl}-5,6,7,8-tetrahydro[1,2,4]triazolo[4,3-a]pyridin-3(2H)-on